2,4-dichlorobenzene ClC1=CC=CC(=C1)Cl